5-(3-(3-(1H-1,2,3-triazol-4-yl)pyrrolidin-1-yl)-4,5-dihydroisoOxazol-5-yl)-N-(5,6-difluoro-2,3-dihydro-1H-inden-2-yl)pyrimidin-2-amine N1N=NC(=C1)C1CN(CC1)C1=NOC(C1)C=1C=NC(=NC1)NC1CC2=CC(=C(C=C2C1)F)F